ClCCNC(NCCOC1=C(C=C2C(=CC=NC2=C1)OC1=C(C=C(C=C1)N(C(=O)C1(CC1)C(=O)N)C1=CC=C(C=C1)F)F)OC)=O N-(4-((7-(2-(3-(2-chloroethyl)ureido)ethoxy)-6-methoxyquinolin-4-yl)oxy)-3-fluorophenyl)-N-(4-fluorophenyl)cyclopropane-1,1-dicarboxamide